4-amino-2-fluoro-7-(2-C-methyl-β-D-ribofuranosyl)-7H-pyrrolo[2,3-d]pyrimidine NC=1C2=C(N=C(N1)F)N(C=C2)[C@H]2[C@](O)([C@H](O)[C@H](O2)CO)C